4-((2-amino-4-hydroxypteridin-6-yl)-methylamino)benzamide NC1=NC2=NC=C(N=C2C(=N1)O)N(C1=CC=C(C(=O)N)C=C1)C